9-(4,6-dichloro-1,3,5-triazin-2-yl)carbazole ClC1=NC(=NC(=N1)Cl)N1C2=CC=CC=C2C=2C=CC=CC12